3-(1-cyclopropylcyclopropyl)-7-(cyclopropylmethyl)-5,6-dimethyl-[1,2,4]triazolo[4,3-a]pyrazin-8-one C1(CC1)C1(CC1)C1=NN=C2N1C(=C(N(C2=O)CC2CC2)C)C